OC(=O)[C@H](C)C1=CC=C(CC(C)C)C=C1 |r| Racemic-Ibuprofen